CN1N=CC=2CN(C=3C(=CC=CC3C2C1=O)NC1=CC(=NC=C1C(CC([2H])([2H])[2H])=O)NC(=O)C1CC1)C N-(4-((2,6-dimethyl-1-oxo-1,2,5,6-tetrahydropyridazino[4,5-c]quinolin-7-yl)amino)-5-(propanoyl-3,3,3-d3)pyridin-2-yl)cyclopropanecarboxamide